5-Deuterio-4-[[(2S,3R,4S,5S)-3-(3,4-difluoro-2-methoxyphenyl)-4,5-dimethyl-5-(trifluoromethyl)tetrahydrofuran-2-carbonyl]amino]pyridin-2-carboxamid [2H]C=1C(=CC(=NC1)C(=O)N)NC(=O)[C@H]1O[C@@]([C@H]([C@@H]1C1=C(C(=C(C=C1)F)F)OC)C)(C(F)(F)F)C